benzenebis-carboxylic acid C=1(C(=CC=CC1)C(=O)O)C(=O)O